5-[2-(dimethylamino)ethoxy]-16-(5-methyl-3,4-dihydro-2H-quinoxalin-1-yl)-8-oxa-2,14,20,21-tetrazatetracyclo[12.6.2.13,7.018,22]tricosa-1(20),3,5,7(23),16,18,21-heptaen-15-one CN(CCOC=1C=C2NC3=NC=C4C=C(C(N(CCCCCOC(C1)=C2)C4=N3)=O)N3CCNC4=C(C=CC=C34)C)C